5-methyl-2-furoate CC1=CC=C(O1)C(=O)[O-]